ethyl 2-{[6-chloro-5-(propan-2-yl)pyridazin-3-yl](methyl)amino}-1,3-thiazole-4-carboxylate ClC1=C(C=C(N=N1)N(C=1SC=C(N1)C(=O)OCC)C)C(C)C